methyl 4-((tert-butoxycarbonyl) (methyl) amino)-2-chlorobenzoate C(C)(C)(C)OC(=O)N(C1=CC(=C(C(=O)OC)C=C1)Cl)C